7-(4-ethyltetrahydrofuran-3-yl)-2-(methylthio)-7H-pyrrolo[2,3-d]pyrimidine-6-carboxylic acid methyl ester COC(=O)C1=CC2=C(N=C(N=C2)SC)N1C1COCC1CC